(S)-2-((2-((S)-2-(difluoromethyl)-6-carbonylpiperazin-1-yl)-5,6-dihydrobenzo[f]imidazo[1,2-d][1,4]oxazepin-9-yl)amino)propanamide nickel [Ni].FC([C@H]1N(C(CNC1)=C=O)C=1N=C2N(CCOC3=C2C=CC(=C3)N[C@H](C(=O)N)C)C1)F